CC1=C(C(=O)N[C@H](C)C2=CC=CC3=CC=CC=C23)C=C(C=C1)NC1CN(C1)C (R)-2-methyl-5-((1-methylazetidin-3-yl)amino)-N-(1-(naphthalen-1-yl)ethyl)benzamide